OC[C@H](C(=O)SCCNC(CCNC([C@@H](C(COP(OP(OC[C@@H]1[C@H]([C@H]([C@@H](O1)N1C=NC=2C(N)=NC=NC12)O)OP(=O)(O)O)(=O)O)(=O)O)(C)C)O)=O)=O)C |&1:2| (R/S)-3-hydroxyisobutyryl-CoA